octoxygold C(CCCCCCC)O[Au]